(4-(phenylsulfonamidomethyl)benzyl)nicotinamide C1(=CC=CC=C1)S(=O)(=O)NCC1=CC=C(CC2=C(C(=O)N)C=CC=N2)C=C1